tert-butyl [(3S)-1-(3-nitro-6,7-dihydro-5H-cyclopenta[b]pyridin-4-yl)piperidin-3-yl]carbamate [N+](=O)([O-])C=1C(=C2C(=NC1)CCC2)N2C[C@H](CCC2)NC(OC(C)(C)C)=O